CC1=CC(NC2=CC=C(C=C12)S(=O)(=O)Cl)=O 4-methyl-2-oxo-1,2-dihydroquinoline-6-sulfonyl chloride